(R)-1-{5-[(R)-(1,3-Dimethyl-azetidin-3-yl)-hydroxy-(4-isopropyl-phenyl)-methyl]-pyridin-3-yl}-pyrrolidin-3-ol CN1CC(C1)(C)[C@@](C=1C=C(C=NC1)N1C[C@@H](CC1)O)(C1=CC=C(C=C1)C(C)C)O